tert-butyl (1R,5S,6s)-6-formyl-3-azabicyclo[3.1.0]hexane-3-carboxylate C(=O)C1[C@H]2CN(C[C@@H]12)C(=O)OC(C)(C)C